C(C)OC(=O)C=1C(=NN(C1C)C1=CC(=C(C=C1)OC(F)F)C1=NC=CC=C1)C 1-(4-(difluoromethoxy)-3-(pyridin-2-yl)phenyl)-3,5-dimethyl-1H-pyrazole-4-carboxylic acid ethyl ester